N[C@H](C(=O)N(C)[C@H](C[C@@H](OC)C=1SC=C(N1)C(=O)N[C@H](C[C@@H](C(=O)OCC=C)C)CC1=CC=CC=C1)C(C)C)[C@H](CC)C (2S,4R)-allyl 4-(2-((1R,3R)-3-((2S,3S)-2-amino-N,3-dimethylpentanamido)-1-methoxy-4-methylpentyl)thiazole-4-carboxamido)-2-methyl-5-phenylpentanoate